CC(N)CC1=CNC2=CC=CC=C12 α-methyltryptamine